3-[1-({2-[({(Bicyclo[1.1.1]pent-1-yl)methyl}amino)methyl]-1H-indol-6-yl}methyl)-1H-1,2,3-triazol-4-yl]-5-methoxy-2-pyridinecarbonitrile C12(CC(C1)C2)CNCC=2NC1=CC(=CC=C1C2)CN2N=NC(=C2)C=2C(=NC=C(C2)OC)C#N